BrC1=C(C(=CC=C1)Cl)NC(=O)C=1C(=NC(=NC1)NC1=CC(=C(C=C1)O[C@H]1CN(CC1)C)C)OC (R)-N-(2-bromo-6-chlorophenyl)-4-methoxy-2-((3-methyl-4-((1-methylpyrrolidin-3-yl)oxy)phenyl)amino)pyrimidine-5-carboxamide